1-((4ar,7r,8as)-7-((S)-1-(4-fluorophenyl)-1,2,3,4-tetrahydroisoquinoline-2-carbonyl)octahydro-4H-pyrano[3,4-b]Pyrazin-4-yl)propan-1-one FC1=CC=C(C=C1)[C@@H]1N(CCC2=CC=CC=C12)C(=O)[C@H]1C[C@H]2[C@@H](N(CCN2)C(CC)=O)CO1